4-[2-(pyrrolidin-1-yl)ethoxy]phenol N1(CCCC1)CCOC1=CC=C(C=C1)O